(2R,3S,5R)-5-(6-Amino-2-fluoro-9H-purin-9-yl)-2-((((((S)-1-(2-ethylbutoxy)-1-oxopropan-2-yl)amino)(phenoxy)phosphoryl)oxy)methyl)-2-ethynyltetrahydrofuran-3-yl icosanoate C(CCCCCCCCCCCCCCCCCCC)(=O)O[C@@H]1[C@@](O[C@H](C1)N1C2=NC(=NC(=C2N=C1)N)F)(C#C)COP(=O)(OC1=CC=CC=C1)N[C@H](C(=O)OCC(CC)CC)C